ClC1=CC=C(CNC(=O)NC2=CC=C(C=C2)[C@@H]2CN(C(O2)=O)C)C=C1 (R)-1-(4-chlorobenzyl)-3-(4-(3-methyl-2-oxooxazolidin-5-yl)phenyl)urea